1,3-bis(1-(4-ethylphenyl)1-lithiohexyl)benzene C(C)C1=CC=C(C=C1)C(CCCCC)([Li])C1=CC(=CC=C1)C(CCCCC)(C1=CC=C(C=C1)CC)[Li]